1-(4-((4-([1,1'-biphenyl]-3-yl)-5-chloropyrimidin-2-yl)amino)piperidin-1-yl)-2-bromoethan-1-one C1(=CC(=CC=C1)C1=NC(=NC=C1Cl)NC1CCN(CC1)C(CBr)=O)C1=CC=CC=C1